(S)-(2-(2,6-Dichlorophenyl)-9-(1-(pyrrolidin-3-yl)-1H-pyrazol-4-yl)imidazo[2,1-f][1,6]naphthyridin-3-yl)methanol ClC1=C(C(=CC=C1)Cl)C=1N=C2C=3C=C(C=NC3C=CN2C1CO)C=1C=NN(C1)[C@@H]1CNCC1